C(C)(C)(C)C1=CC(CC(C1)=CC1=CC=C(C=C1)Br)C(C)(C)C 2,6-di-tert-butyl-4-(4-bromobenzylidene)cyclohexene